hexyldiphenyl-sulfonium C(CCCCC)[S+](C1=CC=CC=C1)C1=CC=CC=C1